2-((1R,2S)-1-(3-cyano-1-methyl-1H-pyrazol-4-yl)-1-(2,5-difluorophenyl)propan-2-yl)-5-hydroxy-N-(isoxazol-4-yl)-1-methyl-6-oxo-1,6-dihydropyrimidine-4-carboxamide C(#N)C1=NN(C=C1[C@@H]([C@H](C)C=1N(C(C(=C(N1)C(=O)NC=1C=NOC1)O)=O)C)C1=C(C=CC(=C1)F)F)C